N-[4-[4-(4-amino-4-methylpiperidine-1-carbonyl)piperazine-1-carbonyl]-3-ethylphenyl]-5-[1-(cyanomethyl)-3-(trifluoromethyl)pyrazol-4-yl]-1-methylimidazole-2-carboxamide NC1(CCN(CC1)C(=O)N1CCN(CC1)C(=O)C1=C(C=C(C=C1)NC(=O)C=1N(C(=CN1)C=1C(=NN(C1)CC#N)C(F)(F)F)C)CC)C